CC1=CC=C(C=C1)S(=O)(=O)OC1CC(CC1)N1N=CC(=C1)Br 3-(4-bromo-1H-pyrazol-1-yl)cyclopentyl 4-methylbenzene-1-sulfonate